(E)-2-methylbut-2-enoic acid 2-phenylethyl ester C1(=CC=CC=C1)CCOC(\C(=C\C)\C)=O